n-dodecyl phosphonate P(OCCCCCCCCCCCC)([O-])=O